2-(2-(cyclopropanesulfonamido)thiazol-4-yl)-N-(3-methoxy-4-(pyrazin-2-yl)phenyl)-2-methylpropanamide C1(CC1)S(=O)(=O)NC=1SC=C(N1)C(C(=O)NC1=CC(=C(C=C1)C1=NC=CN=C1)OC)(C)C